N-isopropyl-5-(3-methyl-1-(2-propylpyridin-4-yl)-1H-pyrazol-4-yl)pyridin-2-amine C(C)(C)NC1=NC=C(C=C1)C=1C(=NN(C1)C1=CC(=NC=C1)CCC)C